C(C)(C)C1N2C(C=3C4=C(C(=CC3C1)OCCCCCCCC)OCC4)=CC(C(=C2)C(=O)O)=O 7-isopropyl-4-(n-octyloxy)-11-oxo-2,6,7,11-tetrahydro-1H-furo[2,3-H]pyrido[2,1-a]isoquinoline-10-carboxylic acid